FCCN1N=CC(=C1)C1=NC=C(C(=O)NC2=NC=C(N=C2)N2[C@H](CN(CC2)C2=NC=C(C=N2)F)C)C=C1 (S)-6-(1-(2-fluoroethyl)-1H-pyrazol-4-yl)-N-(5-(4-(5-fluoropyrimidin-2-yl)-2-methylpiperazin-1-yl)pyrazin-2-yl)nicotinamide